NC1=C2N(C(N(C2=NC=N1)C1CN(CCC1)C(CN1CCOCC1)=O)=O)C1=CC=C(CNC(C2=C(C=CC(=C2)F)OC)=O)C=C1 N-(4-(6-amino-9-(1-(2-morpholinoacetyl)piperidin-3-yl)-8-oxo-8,9-dihydro-7H-purin-7-yl)benzyl)-5-fluoro-2-methoxybenzamide